(2S,4R)-N-((S)-1-(2'-chloro-[1,1'-biphenyl]-4-yl)ethyl)-1-((S)-2-(4-cyclopropyl-1H-1,2,3-triazol-1-yl)-3,3-dimethylbutyryl)-4-hydroxypyrrolidine-2-carboxamide ClC1=C(C=CC=C1)C1=CC=C(C=C1)[C@H](C)NC(=O)[C@H]1N(C[C@@H](C1)O)C([C@H](C(C)(C)C)N1N=NC(=C1)C1CC1)=O